C(C)(C)(C)O[C@H](C(=O)O)C1=C(C2=C(N=C(S2)C2=CC=C3C(=N2)C(=NN3CC)C3CCN(CC3)C3CN(C3)C(=O)OC)C=C1C)C1=CC=C(C=C1)Cl (S)-2-(tert-butoxy)-2-(7-(4-chlorophenyl)-2-(1-ethyl-3-(1-(1-(methoxycarbonyl)azetidin-3-yl)piperidin-4-yl)-1H-pyrazolo[4,3-b]pyridin-5-yl)-5-methylbenzo[d]thiazol-6-yl)acetic acid